C(C)(C)N(P(N(C(C)C)C(C)C)OCC1=C(C=CC=C1)OC)C(C)C N,N,N',N'-tetraisopropyl-1-(2-methoxybenzyloxy)phosphanediamine